O[C@@]1(C(N(CC1)C)=O)C1=CC(=NO1)C=1C=C(C=CC1)C1=NC(=NC=C1)C(=O)OCN[C@@H](CO)C(=O)O serineO-methyl (R)-4-(3-(5-(3-hydroxy-1-methyl-2-oxopyrrolidin-3-yl)isoxazol-3-yl)phenyl)pyrimidine-2-carboxylate